1-[(1S,5R,6S)-2,2-difluoro-6-bicyclo[3.1.0]hexanyl]-3-[[2-(difluoro-methoxy)pyridin-4-yl]methyl]urea FC1([C@@H]2[C@H]([C@@H]2CC1)NC(=O)NCC1=CC(=NC=C1)OC(F)F)F